tert-butyl (3S,SR)-3-[[4-(7-methylsulfonyl-1H-indol-3-yl)-5-(trifluoromethyl) pyrimidin-2-yl]amino]-5-[(1-prop-2-enoyl-4-piperidyl)methoxy]piperidine-1-carboxylate CS(=O)(=O)C=1C=CC=C2C(=CNC12)C1=NC(=NC=C1C(F)(F)F)N[C@@H]1CN(C[C@H](C1)OCC1CCN(CC1)C(C=C)=O)C(=O)OC(C)(C)C |&1:28|